1,2,4,6-tetrakis(methylsulfonyl)-2H-aluminine CS(=O)(=O)[Al]1C(C=C(C=C1S(=O)(=O)C)S(=O)(=O)C)S(=O)(=O)C